2-(4-(3-(1-(5-chloropyrazin-2-yl)piperidin-4-yl)propoxy)-2,6-difluorophenyl)-5-isopropyl-1,3,4-oxadiazole ClC=1N=CC(=NC1)N1CCC(CC1)CCCOC1=CC(=C(C(=C1)F)C=1OC(=NN1)C(C)C)F